potassium (2R,5R)-5-(4-amino-2-oxopyrimidin-1(2H)-yl)-tetrahydrofuran NC1=NC(N(C=C1)[C@H]1CCCO1)=O.[K]